COC=1C=C(C=CC1OC)C=1NC2=CC=C(C=C2C1C(C)C)NC1CCC(CC1)N1CCN(CC1)CCCN1CCCC1 2-(3,4-dimethoxyphenyl)-3-isopropyl-N-(4-(4-(3-(pyrrolidin-1-yl)propyl)piperazin-1-yl)cyclohexyl)-1H-indol-5-amine